N1(CC1)CCC(=O)O.N1(CC1)CCC(=O)O.N1(CC1)CCC(=O)O.OCC(CO)(CC)CO 2,2-bishydroxymethylbutanol tris[3-(1-aziridinyl)propionate]